COC1=C(C=CC=C1OC)\C=N/NC(=O)C1=C(C2=CC=CC=C2C=C1)O N-[(Z)-(2,3-Dimethoxyphenyl)methylideneamino]-1-hydroxynaphthalene-2-carboxamide